benzyl N-methyl-N-[[2-(4-methylsulfonylpyrimidin-2-yl)-2-azabicyclo[2.1.1]hexan-4-yl]methyl]carbamate CN(C(OCC1=CC=CC=C1)=O)CC12CN(C(C1)C2)C2=NC=CC(=N2)S(=O)(=O)C